[N+](=O)([O-])C=1C=C2C(=NNC2=CC1)C1=CC(=NC=C1)N1CCN(CC1)CC1CCN(CC1)C1CCN(CC1)C(=O)OC(C)(C)C tert-butyl 4-[4-[[4-[4-(5-nitro-1H-indazol-3-yl)-2-pyridyl]piperazin-1-yl]methyl]-1-piperidyl]piperidine-1-carboxylate